2-(((2R,3R,4R,5R)-5-(6-amino-9H-purin-9-yl)-2-(((tert-butyldimethylsilyl)oxy)methyl)-4-fluorotetrahydrofuran-3-yl)oxy)-1,3,2-dithiaphospholane 2-sulfide NC1=C2N=CN(C2=NC=N1)[C@H]1[C@@H]([C@@H]([C@H](O1)CO[Si](C)(C)C(C)(C)C)OP1(SCCS1)=S)F